N-cyclopropyl-2-(difluoromethoxy)-6-methoxy-4-[7-(tetrahydrofuran-2-ylmethoxy)imidazo[1,2-a]pyridin-3-yl]benzamide C1(CC1)NC(C1=C(C=C(C=C1OC)C1=CN=C2N1C=CC(=C2)OCC2OCCC2)OC(F)F)=O